ClCC(=O)C1=C(N(C(=C1C)C)C1=CC=C(C#N)C=C1)C 4-(3-(2-chloroacetyl)-2,4,5-trimethyl-1H-pyrrol-1-yl)benzonitrile